4-({4-[(2,6-dimethylpyridin-3-yl)oxy]pyridin-2-yl}amino)benzenesulfonamide CC1=NC(=CC=C1OC1=CC(=NC=C1)NC1=CC=C(C=C1)S(=O)(=O)N)C